4-(4-bromo-1H-pyrazol-1-yl)-3-hydroxypiperidine-1-carboxylic acid tert-butyl ester C(C)(C)(C)OC(=O)N1CC(C(CC1)N1N=CC(=C1)Br)O